C1N(CCC12CCCNC2)C=2C=C(N=NC2C)C=2C(NC(NC2)=O)=O 5-[5-(2,9-diazaspiro[4.5]decan-2-yl)-6-methyl-pyridazin-3-yl]-1H-pyrimidine-2,4-dione